N1(CCNCC1)C1=CC=C(C=C1)C=1C=CC2=C(C=C(S2)CN2C(NN=C2)=O)C1 4-({5-[4-(piperazin-1-yl)phenyl]-1-benzothien-2-yl}methyl)-2,4-dihydro-3H-1,2,4-triazol-3-one